(chloromethyl)-1-buten-4-yl-benzene ClCC1=C(C=CC=C1)CCC=C